ClC1=CC=C(C=C1)C1C(=O)OC(CC1)=O (4-chlorophenyl)glutaric anhydride